2-amino-5-{2-[(1S)-1-cyclopropylethyl]-7-(difluoromethoxy)-1-oxo-2,3-dihydro-1H-isoindol-5-yl}-N-(pyridin-3-yl)pyrazolo[1,5-a]pyrimidine-3-carboxamide NC1=NN2C(N=C(C=C2)C=2C=C3CN(C(C3=C(C2)OC(F)F)=O)[C@@H](C)C2CC2)=C1C(=O)NC=1C=NC=CC1